NCCCNCCNCCCN N,N'-bis-(3-aminopropyl)-ethylenediamine